2-(((tert-butyldimethylsilyl)oxy)methyl)-3-methyl-5-(2-methyl-4-(6-(trifluoromethyl)quinazolin-2-yl)phenyl)-6,7-dihydropyrazolo[1,5-a]pyrazin-4(5H)-one [Si](C)(C)(C(C)(C)C)OCC1=NN2C(C(N(CC2)C2=C(C=C(C=C2)C2=NC3=CC=C(C=C3C=N2)C(F)(F)F)C)=O)=C1C